O=S1(N(CCC1)C=1N=C(C(=C(C(=O)O)C1)C)C)=O 6-(1,1-dioxidoisothiazolidin-2-yl)-2,3-dimethylisonicotinic acid